CC1=NC=CC(=C1)[C@@H](C1=CC=C(C#N)C=C1)OC1=CC=C2C(CCOC2=C1)=O (R,S)-4-((2-Methylpyridin-4-yl)((4-oxochroman-7-yl)oxy)methyl)benzonitrile